5-(2'-Methoxy-4'-methyl-3,4,5,6-tetrahydro-2H-[1,3']bipyridinyl-4-yl)-7-(2-trifluoromethyl-benzyl)-2-(2-trimethylsilanyl-ethoxymethyl)-2,4,5,7-tetrahydro-pyrazolo[3,4-d]pyrimidin-6-on COC1=NC=CC(=C1N1CCC(CC1)N1C(N(C=2C(C1)=CN(N2)COCC[Si](C)(C)C)CC2=C(C=CC=C2)C(F)(F)F)=O)C